3-chloro-N-[(2,4-dimethoxyphenyl)methyl]-4-[3-(dimethylamino)-6-azaspiro[3.4]octan-6-yl]-2,6-difluoro-N-(6-fluoro-2-pyridyl)benzenesulfonamide ClC=1C(=C(C(=CC1N1CC2(C(CC2)N(C)C)CC1)F)S(=O)(=O)N(C1=NC(=CC=C1)F)CC1=C(C=C(C=C1)OC)OC)F